1-(4-(3-(4-isobutyl-3-(trifluoromethyl)phenyl)-1,2,4-oxadiazol-5-yl)benzyl)piperidine-4-carboxylic acid C(C(C)C)C1=C(C=C(C=C1)C1=NOC(=N1)C1=CC=C(CN2CCC(CC2)C(=O)O)C=C1)C(F)(F)F